C(C)O[Si](OCC)(OCC)CCCCC1C(=O)OC(C1)=O Triethoxysilylbutyl-succinic anhydride